ClC1=NC=2N(C(=C1)NC(C)C=1C(=NC=CC1)N(C)C)N=CC2C(C)C 5-Chloro-N-(1-(2-(dimethylamino)pyridin-3-yl)ethyl)-3-isopropyl-pyrazolo[1,5-a]pyrimidin-7-amine